2,2-dimethylcyclopentane-1-carboxylic acid CC1(C(CCC1)C(=O)O)C